C(C1=CC=CC=C1)S(=O)(=O)NC(C1=CC=C(C=C1)N1CCN(CC1)C(=O)C=1C=NC=C(C1)C#CC=1C=NC=C(C1)OC)=O N-benzylsulfonyl-4-[4-[5-[2-(5-methoxypyridin-3-yl)ethynyl]pyridin-3-carbonyl]piperazine-1-yl]benzamide